C(C)OC1=CC=C2C=NN(C2=C1[N+](=O)[O-])C 6-ETHOXY-1-METHYL-7-NITROINDAZOLE